FC1=C(C(=NC2=CC=CC=C12)N)F difluoroquinolin-2-amine